(1R,2R,3R,4R,5S)-2-(4-aminopyrrolo[2,1-f][1,2,4]triazin-7-yl)-4,5-dihydroxy-3-(hydroxymethyl)cyclopentanecarbonitrile NC1=NC=NN2C1=CC=C2[C@@H]2[C@@H]([C@@H]([C@@H]([C@H]2CO)O)O)C#N